N=C(CCNC(=O)C1=CC(=CN1C)NC(=O)C=1N(C=CC1)C)NCCC1=CC=CC=C1 N-(5-((3-imino-3-(phenethylamino)propyl)carbamoyl)-1-methyl-1H-pyrrol-3-yl)-1-methyl-1H-pyrrole-2-carboxamide